C(C)OC(CC1=C(C=C(C=C1)N1C[C@H](CC1)N[C@H](C)C1=CC=CC2=CC=CC=C12)C(F)(F)F)=O {4-[(3S)-3-{[(1R)-1-(naphthalen-1-yl)ethyl]amino}tetrahydro-1H-pyrrol-1-yl]-2-(trifluoromethyl)phenyl}ethanoic acid ethyl ester